Bis(2-ethyl-1-hexyl)tetrabromophthalate C(C)C(COC(C=1C(C(=O)OCC(CCCC)CC)=C(C(=C(C1Br)Br)Br)Br)=O)CCCC